6-chloropyrido[3,2-d]pyrimidin ClC=1C=CC=2N=CN=CC2N1